N[C@@H]1C2=C(C=NC=C2)CC12CCN(CC2)C2=CN=C1C(N(C(NC1=N2)=O)C2=C(C(=CC=C2)Cl)Cl)=O (S)-7-(5-amino-5,7-dihydrospiro[cyclopenta[c]pyridine-6,4'-piperidin]-1'-yl)-3-(2,3-dichlorophenyl)pteridine-2,4(1H,3H)-dione